Methyl 6-chloro-7-methoxy-3,4-dihydro-2H-1,4-benzoxazine-8-carboxylate ClC=1C(=C(C2=C(NCCO2)C1)C(=O)OC)OC